CC1N(CCNC1)C1=CC(NC=2C=CC(=NC12)C#N)=O 8-(2-methylpiperazin-1-yl)-6-oxo-5,6-dihydro-1,5-naphthyridine-2-carbonitrile